C(C)(C)(C)OC(=O)N[C@H]1CCOC2=CC=C(C=C12)OCCCCCCOCCOCCOCCCCCC(=O)OC (S)-methyl 6-(2-(2-(6-(4-(tert-butoxycarbonylamino)chroman-6-yloxy)hexyloxy)-ethoxy)ethoxy)hexanoate